n-butyl 4,4-bis(t-butylperoxy)valerate C(C)(C)(C)OOC(CCC(=O)OCCCC)(C)OOC(C)(C)C